trans-Ethyl 4-(2-chloro-4-fluorophenyl)-6-(4-(methylcarbamoyl)-cyclohexyl)-2-(thiazol-2-yl)-1,4-dihydropyrimidine-5-carboxylate ClC1=C(C=CC(=C1)F)C1N=C(NC(=C1C(=O)OCC)[C@@H]1CC[C@H](CC1)C(NC)=O)C=1SC=CN1